ClC=1C=C(C2=C(C(=CO2)COC2=C(C=CC=C2)CC(=O)OCC)C1)\C=C\C1CC1 (E)-ethyl 2-(2-((5-chloro-7-(2-cyclopropylvinyl)benzofuran-3-yl)methoxy)phenyl)acetate